CN(C1CCN(CC1)CCN(C(=O)C1=C(C2=C(S1)C=CC(=C2)C2=CN(C(C=C2)=O)C)C)CCC(=O)NC)C N-(2-(4-(dimethylamino)piperidin-1-yl)ethyl)-3-methyl-5-(1-methyl-6-oxo-1,6-dihydropyridin-3-yl)-N-(3-(methylamino)-3-oxopropyl)benzo[b]thiophene-2-carboxamide